C[C@@H]1N([C@@H](C=C(C1)OS(=O)(=O)C(F)(F)F)C)C(=O)OC(C)(C)C tert-butyl (2S,6R)-2,6-dimethyl-4-(trifluoromethylsulfonyloxy)-3,6-dihydro-2H-pyridine-1-carboxylate